ClC=1C=C(C(=NC1N1N=CC(=N1)C)C)NC(=O)C=1C=NN(C1C(F)(F)F)C1=C2C=CNC(C2=CC=C1)=O N-(5-Chloro-2-methyl-6-(4-methyl-2H-1,2,3-triazol-2-yl)pyridin-3-yl)-1-(1-oxo-1,2-dihydroisochinolin-5-yl)-5-(trifluoromethyl)-1H-pyrazol-4-carboxamid